1-Boc-4-(6-p-toluenesulfonyl-imidazo[4,5-d]pyrrolo[2,3-b]pyridine-1(6H)-yl)piperazine C(=O)(OC(C)(C)C)N1CCN(CC1)N1C=NC=2C1=C1C(=NC2)N(C=C1)S(=O)(=O)C1=CC=C(C)C=C1